N-(5-(2-((2R,6R)-2,6-dimethylmorpholino)acetamido)-2-fluorophenyl)-6-(1-methyl-1H-pyrazol-4-yl)pyrazolo[1,5-a]pyrazine-3-carboxamide C[C@H]1O[C@@H](CN(C1)CC(=O)NC=1C=CC(=C(C1)NC(=O)C=1C=NN2C1C=NC(=C2)C=2C=NN(C2)C)F)C